ClC1=NC=C(C=N1)C=C 2-chloro-5-vinyl-pyrimidine